The molecule is a primary alcohol that is ethanol substituted by a phenyl group at position 2. It has a role as a fragrance, a Saccharomyces cerevisiae metabolite, a plant metabolite, an Aspergillus metabolite and a plant growth retardant. It is a primary alcohol and a member of benzenes. C1=CC=C(C=C1)CCO